N-(1-(2-(methylsulfonyl)phenyl)-3-oxo-2,3-dihydro-1H-pyrazolo[4,3-c]pyridin-6-yl)cyclopropanecarboxamide CS(=O)(=O)C1=C(C=CC=C1)N1NC(C=2C=NC(=CC21)NC(=O)C2CC2)=O